FC1(CN(CC1)C1=NC=CC(=C1NC(=O)C=1C=NC(=NC1)C(C)C)C1=CC=NC=C1)F N-[2-(3,3-difluoropyrrolidin-1-yl)-4-(4-pyridyl)-3-pyridyl]-2-isopropyl-pyrimidine-5-carboxamide